NCC=1N=C(OC1)C=1C(N(C=CC1)C(C)C)=O (4-(aminomethyl)oxazol-2-yl)-1-isopropylpyridin-2(1H)-one